C1CC12CCN(CC2)C(C(C)NC([O-])=O)=O [2-(6-azaspiro[2.5]octan-6-yl)-1-methyl-2-oxo-ethyl]carbamate